ClC=1C=C(C=CC1F)NC(=O)[C@@H]1N(S(N[C@@H](C1)C1=NOC=C1)(=O)=O)C Cis-N-(3-chloro-4-fluorophenyl)-5-(isoxazol-3-yl)-2-methyl-1,2,6-thiadiazinane-3-carboxamide 1,1-dioxide